ClC1=C(C=NC2=NC(=CC=C12)OS(=O)(=O)C(F)(F)F)N1CCN(CC1)C(=O)OC(C)(C)C tert-butyl 4-[4-chloro-7-(trifluoromethanesulfonyloxy)-1,8-naphthyridin-3-yl]piperazine-1-carboxylate